C(\C=C(/C)\CCC[C@H](C)CCC[C@H](C)CCCC(C)C)I phytyl iodide